C(C)(C)(C)OC(C1=NC=CC=C1)=O picolinic acid (Z)-tert-butyl ester